FC=1C(=NC(=NC1C1=C2C=NNC2=CC=C1C)N1CCOCC1)N1CC2(CN(C2)C(C=C)=O)CC1 1-(6-(5-fluoro-6-(5-methyl-1H-indazol-4-yl)-2-morpholinopyrimidin-4-yl)-2,6-diazaspiro[3.4]octan-2-yl)prop-2-en-1-one